(S)-N-(2,4-dichlorophenethyl)-5-fluoro-8-oxo-5,6,7,8-tetrahydroquinoline-5-carboxamide ClC1=C(CCNC(=O)[C@]2(C=3C=CC=NC3C(CC2)=O)F)C=CC(=C1)Cl